C(C=C)(=O)ON1C(CCC1)=O 1-(acryloyloxy)-2-pyrrolidone